fluoroisoquinoline-1,3-dione FC1C(NC(C2=CC=CC=C12)=O)=O